C1=2C=C(C=CC2CC1)C1C(=NN(C1)C(=O)NS(=O)(=O)C1=CC=C(C=C1)C(F)(F)F)C1=CC=C(C=C1)Cl 4-(bicyclo[4.2.0]oct-1(6),2,4-trien-3-yl)-3-(4-chlorophenyl)-N-((4-(trifluoromethyl)phenyl)sulfonyl)-4,5-dihydro-1H-pyrazole-1-carboxamide